FC=1C(=NC=CC1)N1C(N(C=2C=NC=3C=C(C(=CC3C21)C=2N=NN(C2)C)OC)C)=O 1-(3-Fluoropyridin-2-yl)-7-methoxy-3-methyl-8-(1-methyl-1H-1,2,3-triazol-4-yl)-1,3-dihydroimidazo[4,5-c]quinolin-2-one